C(CCCCCCCCCCCCCCC)(=O)N[C@@H](CCC(=O)O)C(=O)O.N(CCO)(CCO)CCO triethanolamine N-palmitoyl-glutamate